2-[4-(N-Boc)piperazin-1-yl]pyrimidine-5-boronic acid pinacol ester B1(OC(C(O1)(C)C)(C)C)C2=CN=C(N=C2)N3CCN(CC3)C(=O)OC(C)(C)C